(6Z,9Z)-eicosa-6,9-diene CCCCC\C=C/C\C=C/CCCCCCCCCC